NC1=CC(=C(OC=2C=C3CCN(CC3=CC2)CC2=NC=CC=C2)C(=C1)Cl)Cl 6-(4-amino-2,6-dichlorophenoxy)-2-(pyridin-2-ylmethyl)-3,4-dihydroisoquinolin